FC(C=1C(=C(C=CC1)[C@@H](C)NC=1C2=C(N=C(N1)C)C=CN(C2=O)C21CCC(CC2)(CC1)F)F)F (R)-4-((1-(3-(difluoromethyl)-2-fluorophenyl)ethyl)amino)-6-(4-fluorobicyclo[2.2.2]octan-1-yl)-2-methylpyrido[4,3-d]pyrimidin-5(6H)-one